4-(5-(trifluoromethyl)-1H-1,2,4-triazol-3-yl)phenol FC(C1=NC(=NN1)C1=CC=C(C=C1)O)(F)F